(2,4,6-tris(trifluoromethyl) phenyl) gallate C(C1=CC(O)=C(O)C(O)=C1)(=O)OC1=C(C=C(C=C1C(F)(F)F)C(F)(F)F)C(F)(F)F